4-[5-(4-Chloro-phenyl)-4H-[1,2,4]triazol-3-yl]-piperidine, dihydrochloride Cl.Cl.ClC1=CC=C(C=C1)C=1NC(=NN1)C1CCNCC1